N[C@H](CCC(F)(F)F)C=1C(=NC=CC1)N 3-[(1R)-1-amino-4,4,4-trifluorobutyl]pyridin-2-amine